1-(2-amino-4-methyl-thiazol-5-yl)ethanone NC=1SC(=C(N1)C)C(C)=O